N-hydroxy(propyl)amide O[N-]CCC